2-[5-Fluoro-2-(methoxymethoxy)phenyl]-2-hydroxyiminoacetic acid ethyl ester C(C)OC(C(=NO)C1=C(C=CC(=C1)F)OCOC)=O